Methyl-6-{1-[(4-chlorophenyl)amino]-1-oxopropan-2-yl}-3,4-dihydro-1,5-naphthyridin-1(2H)-carboxylat COC(=O)N1CCCC2=NC(=CC=C12)C(C(=O)NC1=CC=C(C=C1)Cl)C